sodium potassium 2,2-didodecylmalonate C(CCCCCCCCCCC)C(C(=O)[O-])(C(=O)[O-])CCCCCCCCCCCC.[K+].[Na+]